4-fluoro-2-(2-hydroxy-2-methylpropyl)-5-methyl-6-(4-(1H-pyrazol-1-yl)benzyl)isoindolin-1-one FC1=C2CN(C(C2=CC(=C1C)CC1=CC=C(C=C1)N1N=CC=C1)=O)CC(C)(C)O